1-(3,4-difluorophenyl)-1H-1,2,3-triazol FC=1C=C(C=CC1F)N1N=NC=C1